CN1C(=C(C2=CC=CC=C12)NC1=CC(=CC=C1)C(F)(F)F)C(=O)NC1(CC1)C1=CC=C(C(=O)O)C=C1 4-(1-(1-Methyl-3-((3-(trifluoromethyl)phenyl)amino)-1H-indole-2-carboxamido)cyclopropyl)benzoic acid